(R)-N-(8-azaspiro[4.5]decan-1-yl)-2-methylpropane-2-sulfinamide C1(CCCC12CCNCC2)N[S@](=O)C(C)(C)C